7,8-Dichloro-9-methyl-β-carboline ClC1=CC=C2C=3C=CN=CC3N(C2=C1Cl)C